FC1=CC(=C(C=C1)NC=1C2=C(N=CN1)C=CC(=N2)C=2C=NC(=NC2)N2CCNCC2)OC(C)C N-(4-fluoro-2-isopropoxyphenyl)-6-(2-(piperazin-1-yl)pyrimidin-5-yl)pyrido[3,2-d]pyrimidin-4-amine